C(C)(C)N1C=2C=CC(=CC2C=2C=C3C(=C(C12)C)C=CN=C3)OCCN3CCOCC3 4-(2-((6-isopropyl-5-methyl-6H-pyrido[4,3-b]carbazol-9-yl)oxy)ethyl)morpholine